5-Ethyl-2-fluoro-4-(3-(4-((pyridin-2-ylamino)methyl)-1H-imidazol-2-yl)-1H-indazol-6-yl)phenol C(C)C=1C(=CC(=C(C1)O)F)C1=CC=C2C(=NNC2=C1)C=1NC=C(N1)CNC1=NC=CC=C1